CN([C@@H](CC1=C(C=C(C(=O)NC)C=C1)C)CNC(C[C@H](C1(CC1)C(F)(F)F)C1=CC=NC=C1)=O)C 4-((S)-2-(dimethylamino)-3-((S)-3-(pyridin-4-yl)-3-(1-(trifluoromethyl)cyclopropyl)propanamido)propyl)-N,3-dimethylbenzamide